5-methyl-N-(2-methyl-5-(3-((1-methylpiperidin-4-yl)oxy)-5-(trifluoromethyl)benzamido)phenyl)isoxazole-3-Carboxamide CC1=CC(=NO1)C(=O)NC1=C(C=CC(=C1)NC(C1=CC(=CC(=C1)C(F)(F)F)OC1CCN(CC1)C)=O)C